d-(-)-quinic acid C1[C@H](C([C@@H](CC1(C(=O)O)O)O)O)O